CO\N=C(/C)\NC(C1=CC=C(C=C1)C1=NOC(=N1)C(F)(F)F)=O N-[(E)-N-methoxy-C-methyl-carbonimidoyl]-4-(5-(trifluoromethyl)-1,2,4-oxadiazole-3-yl)benzamide